N[C@H]1CN(CCOC1)C1=NC=CC(=C1)N1C[C@@H]2N([C@@H](CN(C2)C2=C3C=CC=NC3=C(C=C2)C#N)C)CC1 5-[(4R,9aS)-8-[2-[(6S)-6-amino-1,4-oxazepan-4-yl]-4-pyridyl]-4-methyl-3,4,6,7,9,9a-hexahydro-1H-pyrazino[1,2-a]pyrazin-2-yl]quinoline-8-carbonitrile